1-iodo-3-((4-nitrophenyl)sulfonyl)bicyclo[1.1.1]pentane IC12CC(C1)(C2)S(=O)(=O)C2=CC=C(C=C2)[N+](=O)[O-]